3-(1-isopropylbenzotriazol-5-yl)-5-(4-methoxyphenyl)-1,2,4-oxadiazole C(C)(C)N1N=NC2=C1C=CC(=C2)C2=NOC(=N2)C2=CC=C(C=C2)OC